N1=CN=CC=C1O Pyrimidin-6-ol